3-(9-bromo-8-chloro-5,6-dihydro-4H-[1,4]oxazepino[5,6,7-de]quinazolin-4-yl)propanamide BrC=1C(=C2C=3C(=NC=NC3C1)N(CCO2)CCC(=O)N)Cl